COC(CC1CN(C1)C=1C2=C(N=C(N1)N1[C@H](CC1)C)C(CC2)C)=O 1-(7-methyl-2-((S)-2-methylazetidin-1-yl)-6,7-dihydro-5H-cyclopenta[d]pyrimidin-4-yl)azetidine-3-acetic acid methyl ester